CC(C)(C1=N[C@@H](CO1)CC2=CC=CC=C2)C3=N[C@@H](CO3)CC4=CC=CC=C4 (+)-2,2'-isopropylidenebis[(4R)-4-benzyl-2-oxazoline]